(S)-4-((R)-10-Acryloyl-1,2-difluoro-14-oxo-8,8a,9,10,11,12-hexahydro-7H,14H-pyrazino[1',2':5,6][1,5]diazocino[3,2,1-hi]indazol-3-yl)-2-amino-7-fluorobenzo[b]thiophene-3-carbonitrile C(C=C)(=O)N1C[C@@H]2N(C(C=3C(=C(C(=C4C=NN(C34)CC2)C2=CC=C(C=3SC(=C(C32)C#N)N)F)F)F)=O)CC1